CC=1SC(=C(N1)C(F)(F)F)C(=O)OCC([C@H](C[C@H]1C(NCCC1)=O)NC([C@@H](NC(=O)C=1NC2=CC=CC(=C2C1)OC)CC(C)C)=O)=O (3S)-3-{[N-(4-methoxy-1H-indole-2-carbonyl)-L-leucyl]amino}-2-oxo-4-[(3S)-2-oxopiperidin-3-yl]butyl 2-methyl-4-(trifluoromethyl)-1,3-thiazole-5-carboxylate